CC1=C(C=C2CCC3(CN(CC3)C(=O)OC(C)(C)C)N(C2=N1)C(=O)OC(C)(C)C)C=1N=NN(N1)C di-tert-butyl 7-methyl-6-(2-methyl-2H-tetrazol-5-yl)-3,4-dihydro-1H-spiro[1,8-naphthyridine-2,3'-pyrrolidine]-1,1'-dicarboxylate